ClC1=C2CCN([C@@H](C2=C(C=C1)O)CN1CC2(CC2)CC1=O)C(=O)[C@@H]1CC=CC[C@@]1(C(=O)OC)C methyl (1S,6r)-6-((S)-5-chloro-8-hydroxy-1-((6-oxo-5-azaspiro[2.4]hept-5-yl) methyl)-1,2,3,4-tetrahydroisoquinoline-2-carbonyl)-1-methylcyclohex-3-ene-1-carboxylate